1-(tert-butoxycarbonyl)-4-((3-bromo-6-methyl-2-pyridinyl)methyl)piperidine-4-carboxylic acid C(C)(C)(C)OC(=O)N1CCC(CC1)(C(=O)O)CC1=NC(=CC=C1Br)C